[N+](=O)([O-])C=1C=C(C=C2CN(CC(C2=O)=CC2=CC(=C(C(=C2)OC)OC)OC)S(=O)(=O)C2=CC=C(C=C2)F)C=CC1 3-(3-nitrobenzylidene)-5-(3,4,5-trimethoxybenzylidene)-N-(4-fluorobenzenesulfonyl)-4-piperidone